(2-Methyl-5-(3-oxocyclohexyl)-1,2,3,4-tetrahydroisoquinolin-7-yl)carbamic acid tert-butyl ester C(C)(C)(C)OC(NC1=CC(=C2CCN(CC2=C1)C)C1CC(CCC1)=O)=O